(E)-N'-((6-(benzo[d]thiazol-2-yl)pyridin-2-yl)methylene)-7-(diethylamino)-2-oxo-2H-chromen-3-carbohydrazide S1C(=NC2=C1C=CC=C2)C2=CC=CC(=N2)\C=N\NC(=O)C=2C(OC1=CC(=CC=C1C2)N(CC)CC)=O